C(#N)C1=CC(=C(C=C1)NS(=O)(=O)C1=CNC(=C1)C1=C(C=CC=C1)OC)F N-(4-cyano-2-fluoro-phenyl)-5-(2-methoxyphenyl)-1H-pyrrole-3-sulfonamide